5-(cyclopentyl(methyl)amino)-N-((4,6-dimethyl-2-oxo-1,2-dihydropyridin-3-yl)methyl)-4'-formyl-4-methyl-[1,1'-biphenyl]-3-carboxamide C1(CCCC1)N(C=1C(=C(C=C(C1)C1=CC=C(C=C1)C=O)C(=O)NCC=1C(NC(=CC1C)C)=O)C)C